ethylbenzopyridine C(C)C1=NC2=C(C=C1)C=CC=C2